CN1C(=NN=C1)CC1(COC1)C1=CC=C2CN(C(C2=C1)=O)C1=NC(=CC(=C1)C=1C=NN(C1)COCC[Si](C)(C)C)C(F)(F)F 6-(3-((4-Methyl-4H-1,2,4-triazol-3-yl)methyl)oxetan-3-yl)-2-(6-(trifluoro-methyl)-4-(1-((2-(trimethylsilyl)ethoxy)methyl)-1H-pyrazol-4-yl)pyridin-2-yl)isoindolin-1-one